2'-[6-amino-5-(trifluoromethyl)pyridin-3-yl]-N-{(1R)-1-[3-(trifluoromethyl)phenyl]ethyl}-5',6'-dihydrospiro[pyrrolidine-3,4'-pyrrolo[1,2-b]pyrazole]-1-carboxamide NC1=C(C=C(C=N1)C=1C=C2N(N1)CCC21CN(CC1)C(=O)N[C@H](C)C1=CC(=CC=C1)C(F)(F)F)C(F)(F)F